FC1=C(C(=CC(=C1)S(=O)(=O)C)F)C1=C(C=CC(=N1)C(=O)O)F 6-[2,6-difluoro-4-(methylsulfonyl)phenyl]-5-fluoropyridine-2-carboxylic acid